ClC1=C(C=CC=C1)C1=NC=2N(C(N(C(C2N1C1=CC=C(C=C1)Cl)=O)C)=O)CC1=CC=C(C(=O)N)C=C1 4-[[8-(2-chlorophenyl)-7-(4-chlorophenyl)-1-methyl-2,6-dioxo-2,3,6,7-tetrahydro-1H-purin-3-yl]methyl]benzamide